S(=O)(=O)=CCCN1C=CC(C=C1)=C1C=CN(C=C1)CCC=S(=O)=O 1,1'-bis(3-sulfonyl-propyl)-4,4'-bipyridine